C([Si](OC(C)=O)(OC(C)=O)OC(C)=O)[Si](OC(C)=O)(OC(C)=O)OC(C)=O methylenebis(triacetoxysilane)